6-(4-(1H-indol-3-yl)piperidin-1-yl)-2-morpholinooxazolo[5,4-c]pyridine N1C=C(C2=CC=CC=C12)C1CCN(CC1)C1=CC2=C(C=N1)OC(=N2)N2CCOCC2